N(CCCOC1=CC=C(C=C1)C=1C=C(C(=O)NCC(=O)N2[C@@H](CC(C2)(F)F)C#N)C=CN1)CCCOC1=CC=C(C=C1)C=1C=C(C(=O)NCC(N2[C@@H](CC(C2)(F)F)C#N)=O)C=CN1 2,2'-(((azanediylbis(propane-3,1-diyl))bis(oxy))bis(4,1-phenylene))bis(N-(2-((S)-2-cyano-4,4-difluoropyrrolidin-1-yl)-2-oxoethyl)isonicotinamide)